Cl.N(C(=N)N)C=1C=C(C(=O)OC)C=CC1C methyl 3-guanidino-4-methylbenzoate hydrochloride salt